copper 2,6-pyridinedicarboxylate N1=C(C=CC=C1C(=O)[O-])C(=O)[O-].[Cu+2]